ClC=1C(=CC=C2C=CC=C(C12)C1=C(C=2C(C=N1)=C(SN2)N2CC(C2)N(C(OC(C)(C)C)=O)C)F)F tert-butyl (1-(6-(8-chloro-7-fluoronaphthalen-1-yl)-7-fluoroisothiazolo[4,3-c]pyridin-3-yl)azetidin-3-yl)(methyl)carbamate